C(C1=CC=CC=C1)NC(N(C1=CC=C(C=C1)C=1C=NN(C1)CC)[C@@H]1CC[C@H](CC1)NC1=NC=C(C=C1)C#N)=O 3-benzyl-1-(trans-4-((5-cyanopyridin-2-yl)amino)cyclohexyl)-1-(4-(1-ethyl-1H-pyrazol-4-yl)phenyl)urea